3-iodopropylmethoxysilane ICCC[SiH2]OC